(biphenyl-4-yl)-[1,1':2',1'']terphenyl-4-yl-amine C1(=CC=C(C=C1)NC1=CC=C(C=C1)C=1C(=CC=CC1)C1=CC=CC=C1)C1=CC=CC=C1